Cl.NCCCCCCCCC(=O)N[C@H](C(=O)N1[C@@H](C[C@H](C1)O)C(=O)NCC1=CC=C(C=C1)C1=C(N=CS1)C)C(C)(C)C (2S,4R)-1-((S)-2-(9-Aminononanamido)-3,3-dimethylbutanoyl)-4-hydroxy-N-(4-(4-methylthiazol-5-yl)benzyl)pyrrolidine-2-carboxamide hydrochloride